((4-(2,7-diazaspiro[3.5]non-2-yl)pyrimidin-5-yl)oxy)-N-(cyanomethyl)-5-fluoro-N-isopropylbenzamide hydrochloride Cl.C1N(CC12CCNCC2)C2=NC=NC=C2OC2=C(C(=O)N(C(C)C)CC#N)C=C(C=C2)F